C1(CCC1)CN1CCC(CC1)(F)CC1=CC=2N(C=C1)N=CC2N2C(NC(CC2)=O)=O 1-(5-((1-(cyclobutylmethyl)-4-fluoropiperidin-4-yl)methyl)pyrazolo[1,5-a]pyridin-3-yl)dihydropyrimidine-2,4(1H,3H)-dione